COC1=CC=C(C(C2=CC=C(C=C2)OC)(C2=CC=CC=C2)OC[C@@H]2[C@H](C[C@@H](O2)N2C(=O)N=C(NC(C(CCCCCCCC)CCCCCC)=O)C=C2)O)C=C1 5'-O-(4,4'-dimethoxytrityl)-N4-(2-hexyl-1-decanoyl)-2'-deoxycytidine